di[1,3-dimethyl-3-(t-amylperoxy) butyl]carbonate CC(CC(C)(OOC(C)(C)CC)C)OC(OC(CC(C)(OOC(C)(C)CC)C)C)=O